[bis(dimethylamino)methylidene]({3H-[1,2,3]triazolo[4,5-b]pyridin-3-yl})oxidanium CN(C)C(N(C)C)=[O+]N1N=NC=2C1=NC=CC2